(R)-(4-(5-methyloxazolo[4,5-b]pyridin-2-yl)piperazin-1-yl)(4-(3-((1,1,1-trifluoropropan-2-yl)oxy)azetidin-1-yl)phenyl)methanone CC1=CC=C2C(=N1)N=C(O2)N2CCN(CC2)C(=O)C2=CC=C(C=C2)N2CC(C2)O[C@@H](C(F)(F)F)C